NC/C(/CN1N=CN(C1=O)C1=NC=C(N=C1)Br)=C\F 2-[(2E)-2-(aminomethyl)-3-fluoroprop-2-en-1-yl]-4-(5-bromopyrazin-2-yl)-2,4-dihydro-3H-1,2,4-triazol-3-one